dimethyl-imidodicarbonimidic diamide hydrochloride Cl.CNC(=N)NC(NC)=N